CC1N(CC=2N(C1)C=NC2)C2=NC=NC1=CC=CC=C21 4-(6-methyl-5,6-dihydroimidazo[1,5-a]pyrazin-7(8H)-yl)quinazoline